1-(pentadecyl)-3-phenoxybenzene C(CCCCCCCCCCCCCC)C1=CC(=CC=C1)OC1=CC=CC=C1